deoxy-L-xylose O=CC[C@H](O)[C@@H](O)CO